C(N)(SCCO)=S.[Na] sodium (2-hydroxyethyl) dithiocarbamate